5-(4-chloro-3-{[(2S)-1-(1H-tetrazol-1-yl)propan-2-yl]oxy}phenyl)pyrimidin-2-amine ClC1=C(C=C(C=C1)C=1C=NC(=NC1)N)O[C@H](CN1N=NN=C1)C